(E)-6-((6-((4-(3-(hydroxyamino)-3-oxoprop-1-en-1-yl)benzyl)oxy)-7-methoxyquinazolin-4-yl)oxy)-N-isopropyl-2-methylbenzofuran-3-carboxamide ONC(/C=C/C1=CC=C(COC=2C=C3C(=NC=NC3=CC2OC)OC2=CC3=C(C(=C(O3)C)C(=O)NC(C)C)C=C2)C=C1)=O